2-(4-fluorophenyl)-N-[4-(4-oxo-3-phenyl-4,5,6,7-tetrahydro-1H-pyrrolo[3,2-c]pyridin-2-yl)pyridin-2-yl]propanamide FC1=CC=C(C=C1)C(C(=O)NC1=NC=CC(=C1)C1=C(C=2C(NCCC2N1)=O)C1=CC=CC=C1)C